C1=CC(=CC=C1CC#N)CC#N p-Xylylenedicyanide